trans-1,1'-(1,4-cyclohexanediyl)dipyrrolidine [C@H]1(CC[C@H](CC1)N1CCCC1)N1CCCC1